2-[4-[5-Cyano-6-[(2S)-2-methylazetidin-1-yl]-4-(trifluoromethyl)-2-pyridinyl]pyrazol-1-yl]-N-(2-hydroxyethyl)acetamide C(#N)C=1C(=CC(=NC1N1[C@H](CC1)C)C=1C=NN(C1)CC(=O)NCCO)C(F)(F)F